CN(C(C(CC)C)=O)C1=CC=CC=C1 N,2-dimethyl-N-phenylbutanamide